1-((5-(benzylthio)-3-fluoropyridin-2-yl)methyl)-6-methoxy-2-methyl-7-phenyl-1H-imidazo[4,5-c]pyridine C(C1=CC=CC=C1)SC=1C=C(C(=NC1)CN1C(=NC=2C=NC(=C(C21)C2=CC=CC=C2)OC)C)F